CSC=1NC=CN1 2-(methylsulfanyl)-1H-imidazole